C(C(C)C)C=1C=CC(=C(C1)N1CCN(CC1)CC1=NC(=NO1)C)C=1N=NNN1 5-[[4-[5-isobutyl-2-(2H-tetrazol-5-yl)-phenyl]piperazin-1-yl]methyl]-3-methyl-1,2,4-oxa-diazole